C(CCCCC)SC1=NC(=NN1CCC[Si](OC)(OC)OC)SC 5-hexylthio-3-methylsulfanyl-1-[3-(trimethoxysilyl)propyl]-1,2,4-triazole